FC=1C(=C(C=2C(=NSN2)C1C=1SC=CC1)C=1SC=CC1)OC1=CC=CC=C1 6-fluoro-5-phenoxy-4,7-bis-(2-thienyl)-benzo[c]1,2,5-thiadiazole